[Ti].NC1=C(C=CC(=C1)C1=CC=C(C=C1)C(=O)O)C1=CC=C(C=C1)C(=O)O 2'-amino-[1,1':4',1''-terphenyl]-4,4''-dicarboxylic acid titanium